vanadium 1,4-naphthalenedicarboxylic acid C1(=CC=C(C2=CC=CC=C12)C(=O)O)C(=O)O.[V]